ClC1=CC=C(C=N[S@@](=O)C(C)(C)C)C=C1 (S)-N-(4-chlorobenzylidene)-2-methylpropane-2-sulfinamide